ethyl 7-(2-hydroxybutylamino)-1H-pyrrolo[2,3-c]pyridine-2-carboxylate OC(CNC=1N=CC=C2C1NC(=C2)C(=O)OCC)CC